tert-butyl 4-(5-((2,6-bis(benzyloxy)pyridin-3-yl)amino)-3-fluoropyridin-2-yl)piperazine-1-carboxylate C(C1=CC=CC=C1)OC1=NC(=CC=C1NC=1C=C(C(=NC1)N1CCN(CC1)C(=O)OC(C)(C)C)F)OCC1=CC=CC=C1